(R)-N-(1-(3-(cyclopropylmethoxy)-4-fluorophenyl)ethyl)-5-(2,4-dioxoimidazolidin-1-yl)pentane-1-sulfonamide C1(CC1)COC=1C=C(C=CC1F)[C@@H](C)NS(=O)(=O)CCCCCN1C(NC(C1)=O)=O